OC(C)(C)C1=C(C=CC=N1)C 6-(2-hydroxypropan-2-yl)-5-methylpyridine